3-(3-(4-aminophenyl)-5-phenyl-3H-imidazo[4,5-b]pyridin-2-yl)pyridin-2-amine NC1=CC=C(C=C1)N1C(=NC=2C1=NC(=CC2)C2=CC=CC=C2)C=2C(=NC=CC2)N